2-(8-(2-chlorophenyl)-6,7-dihydro-5H-benzo[7]annulen-9-yl)-4,4,5,5-tetramethyl-1,3,2-dioxaborolane ClC1=C(C=CC=C1)C=1CCCC2=C(C1B1OC(C(O1)(C)C)(C)C)C=CC=C2